N[C@H](C(=O)NCCO[C@H]1[C@@H](O)[C@H](O)[C@H](O)[C@@H](O1)C)CCC(=O)NCCO[C@H]1[C@@H](O)[C@H](O)[C@H](O)[C@@H](O1)C (2S)-2-Amino-N1,N5-bis{2-[(α-L-fucopyranosyl)oxy]ethyl}pentanediamide